NC1(COC1)C1=CC=C(OC2=CC=C(C=C2)N2N=CC(=C(C2=O)Cl)NC[C@@]2(COCCC2)F)C=C1 2-[4-[4-(3-aminooxetan-3-yl)phenoxy]phenyl]-4-chloro-5-[[(3S)-3-fluorotetrahydropyran-3-yl]methylamino]pyridazin-3-one